ClC1=C2C=CNC2=CC(=C1)NC1=NC2=C(N1)C=CC(=C2)C2CCN(CC2)S(=O)(=O)C N-(4-chloro-1H-indol-6-yl)-5-(1-methanesulfonyl-piperidin-4-yl)-1H-1,3-benzodiazol-2-amine